N-(6-(3,3-dimethylbutyl)-6-azaspiro[2.5]oct-1-yl)-3,5-dimethylbenzamide CC(CCN1CCC2(CC2NC(C2=CC(=CC(=C2)C)C)=O)CC1)(C)C